1-(4-(5-(3-amino-6-(4-(isopropylsulfonyl)phenyl)pyrazin-2-yl)isoxazol-3-yl)benzyl)guanidine dihydrochloride Cl.Cl.NC=1C(=NC(=CN1)C1=CC=C(C=C1)S(=O)(=O)C(C)C)C1=CC(=NO1)C1=CC=C(CNC(=N)N)C=C1